[GeH](=O)[O-].[Ce+3].[GeH](=O)[O-].[GeH](=O)[O-] cerium germanate